NCCCS(=O)(=O)[O-].[Na+] sodium 3-aminopropane-1-sulfonate